t-amyl peroxide (2-ethylhexyl)carbonate C(C)C(COC(O)=O)CCCC.C(C)(C)(CC)OOC(C)(C)CC